ClC1=C(C=CC=C1)[C@@H](C)OC(=O)NC1=C(C=NN1C)C1=CC=C(C=C1)NC(=O)[C@H]1[C@@H](CCCC1)C(=O)OC Trans-methyl 2-((4-(5-((((R)-1-(2-chlorophenyl)ethoxy)carbonyl) amino)-1-methyl-1H-pyrazol-4-yl)phenyl)carbamoyl)cyclohexane-1-carboxylate